ClC1=C(C=C(C=C1)OC(C)C)B(O)O (2-chloro-5-isopropoxy-phenyl)boronic acid